COC=1C=CC=2N(C1)C=NC2C2=CC(=CC=C2)OC 6-methoxy-1-(3-methoxyphenyl)imidazo[1,5-a]pyridin